(4-ethylphenyl)sulfonyl-6-methoxy-4-(4-methylpiperidin-1-yl)quinoline C(C)C1=CC=C(C=C1)S(=O)(=O)C1=NC2=CC=C(C=C2C(=C1)N1CCC(CC1)C)OC